Ethyl-5-(2-(4-methylpyridin-3-yl)quinolin-8-yl)pyridin-2-amine C(C)C=1C(=NC=C(C1)C=1C=CC=C2C=CC(=NC12)C=1C=NC=CC1C)N